2-chloro-4-hydroxy-3-(piperidin-4-yl)benzonitrile ClC1=C(C#N)C=CC(=C1C1CCNCC1)O